3-({[(1R)-7-fluoro-6-methoxy-1,2,3,4-tetrahydronaphthalen-1-yl]methyl}amino)pyridine-4-carboxylic acid methyl ester COC(=O)C1=C(C=NC=C1)NC[C@@H]1CCCC2=CC(=C(C=C12)F)OC